1,6,11-tris[2,4-bis(N-butyl-N-(2,2,6,6-tetramethyl-4-piperidinyl)amino)-s-triazin-6-ylamino]undecane C(CCC)N(C1CC(NC(C1)(C)C)(C)C)C1=NC(=NC(=N1)N(CCCC)C1CC(NC(C1)(C)C)(C)C)NCCCCCC(CCCCCNC1=NC(=NC(=N1)N(CCCC)C1CC(NC(C1)(C)C)(C)C)N(CCCC)C1CC(NC(C1)(C)C)(C)C)NC1=NC(=NC(=N1)N(CCCC)C1CC(NC(C1)(C)C)(C)C)N(CCCC)C1CC(NC(C1)(C)C)(C)C